3-fluoro-6-methyl-pyridine-2-thiol FC=1C(=NC(=CC1)C)S